C1(CC1)C1=C(C=2N(N=C1N1CC=3C=C(C=NC3CC1)C=1C=NC(=CC1)C)C=NN2)C 6-(7-cyclopropyl-8-methyl-[1,2,4]triazolo[4,3-b]pyridazin-6-yl)-3-(6-methylpyridin-3-yl)-5,6,7,8-tetrahydro-1,6-naphthyridine